(3aR,5s,6aS)-N-(6-(2,4-dimethyl-2H-indazol-5-yl)-4-(trifluoromethyl)pyridazin-3-yl)-2-((tetrahydro-2H-pyran-4-yl)methyl)octahydro-cyclopenta[c]pyrrol-5-amine CN1N=C2C=CC(=C(C2=C1)C)C1=CC(=C(N=N1)NC1C[C@@H]2[C@@H](CN(C2)CC2CCOCC2)C1)C(F)(F)F